NC=1C=C(C=CC1F)C(CCC1CC1)N1C(C=NC=C1)=O 1-(1-(3-amino-4-fluorophenyl)-3-cyclopropyl-propyl)pyrazin-2(1H)-one